5-chloro-N-((1r,4r)-4-((3-(3-chloro-1-(tetrahydro-2H-pyran-2-yl)-1H-indazol-5-yl)-2-oxo-2,3-dihydro-1H-benzo[d]imidazol-1-yl)methyl)cyclohexyl)-2-methylnicotinamide ClC=1C=NC(=C(C(=O)NC2CCC(CC2)CN2C(N(C3=C2C=CC=C3)C=3C=C2C(=NN(C2=CC3)C3OCCCC3)Cl)=O)C1)C